7-fluoro-1,2,3,4-tetrahydroquinolin-3-ol FC1=CC=C2CC(CNC2=C1)O